1-[(4-chloropyridin-2-yl)methyl]-3-[(3-{3-fluoro-4-[(2-methyl-1H-imidazol-1-yl)methyl]phenyl}-5-(2-methylpropyl)thiophen-2-yl)sulfonyl]urea ClC1=CC(=NC=C1)CNC(=O)NS(=O)(=O)C=1SC(=CC1C1=CC(=C(C=C1)CN1C(=NC=C1)C)F)CC(C)C